C(C)(C)(C)CN(C(=O)OCCC1=NC(=C(C(=C1OC1=CC=CC=C1)OC1=CC=CC=C1)OC1=CC=CC=C1)OC1=CC=CC=C1)C1CCN(CC1)S(=O)(=O)C=1C=NC(=CC1)N1CCC(CC1)(F)F tetraphenoxypyridineethanol tert-Butyl-(1-((6-(4,4-difluoropiperidin-1-yl)pyridin-3-yl)sulfonyl)piperidin-4-yl)(methyl)carbamate